(S)-1-(3-methoxy-4-(4-methyl-1H-imidazol-1-yl)benzoyl)-N-(3,4,5-trifluorophenyl)pyrrolidine-2-carboxamide COC=1C=C(C(=O)N2[C@@H](CCC2)C(=O)NC2=CC(=C(C(=C2)F)F)F)C=CC1N1C=NC(=C1)C